8-fluoro-3-methyl-[1,2,4]triazolo[4,3-a]pyridin-6-amine FC=1C=2N(C=C(C1)N)C(=NN2)C